O=C1N(CCC(N1)=O)C1=NN(C2=CC(=CC=C12)C1CCN(CC1)CC=1C=C(C=CC1)S(=O)(=O)N1C[C@H]([C@H](CC1)NC(OC(C)(C)C)=O)F)C |r| Rac-tert-butyl ((3R,4S)-1-((3-((4-(3-(2,4-dioxotetrahydropyrimidin-1(2H)-yl)-1-methyl-1H-indazol-6-yl)piperidin-1-yl)methyl)phenyl)sulfonyl)-3-fluoropiperidin-4-yl)carbamate